2-(2-((7-bromoquinolin-4-yl)oxy)ethyl)-6-(1-methyl-1H-pyrazol-4-yl)pyridazin-3(2H)-one BrC1=CC=C2C(=CC=NC2=C1)OCCN1N=C(C=CC1=O)C=1C=NN(C1)C